[N+](=O)([O-])C=1C=CC=NC1 5-Nitro-pyridine